4-(2-cyano-4-(ethylsulfonamido)phenyl)-1H-pyrrolo[2,3-b]pyridin C(#N)C1=C(C=CC(=C1)NS(=O)(=O)CC)C1=C2C(=NC=C1)NC=C2